COC1=C(C(=C2CCN(C3CC4=C(C1=C23)C=C(C(=C4)OC)OC)C)CO)OC (1,2,9,10-tetramethoxy-6-methyl-5,6,6a,7-tetrahydro-4h-dibenzo[de,g]quinolin-3-yl)methanol